(R)-1-[6-({4-[2-Amino-6-(m-cyanophenyl)-4-pyrimidinyl]-1H-1,2,3-triazol-1-yl}methyl)-2-pyridyl]-2-pyrrolidinecarboxylic acid NC1=NC(=CC(=N1)C=1N=NN(C1)CC1=CC=CC(=N1)N1[C@H](CCC1)C(=O)O)C1=CC(=CC=C1)C#N